1-(Benzylthio)-5,9-dimethyl-1-(trimethylsilyl)deca-1,8-dien-3-one C(C1=CC=CC=C1)SC(=CC(CC(CCC=C(C)C)C)=O)[Si](C)(C)C